OC(=O)C(F)(F)F.C(#N)C=1C=CC(=C(C1)C1=CN=C(O1)C(=O)N[C@H]1CN[C@@H](C1)C)OC 5-(5-cyano-2-methoxyphenyl)-N-((3R,5R)-5-methylpyrrolidin-3-yl)oxazole-2-carboxamide TFA salt